NC1=CC(=C(C=C1OC(C)C)C1CCN(CC1)C(=O)OC(C)(C)C)C tert-butyl 4-(4-amino-5-isopropoxy-2-methyl-phenyl)piperidine-1-carboxylate